C(C)[N+]1=C(C=CC(=C1)CC)CCO 1,5-diethyl-2-(2-hydroxyethyl)pyridinium